C(CC)OC1=CC=C(C=C1)CC(C(=O)O)N1CCN(CCN(CCN(CC1)CC(=O)O)CC(=O)O)CC(=O)O 3-(4-propoxyphenyl)-2-[4,7,10-tris(carboxymethyl)-1,4,7,10-tetraazacyclododecan-1-yl]propanoic acid